ClC1=CC=C(S1)COC(CNC(CC1=CC(=C(C=C1)C)C)=N)C N-[2-(5-chloro-2-thenyloxy)propyl]-3,4-dimethylphenylacetamidine